5-[(3R)-3-aminopyrrolidin-1-yl]-N-(8-fluoro-2-methyl-imidazo[1,2-a]pyridin-6-yl)pyrazine-2-carboxamide N[C@H]1CN(CC1)C=1N=CC(=NC1)C(=O)NC=1C=C(C=2N(C1)C=C(N2)C)F